tert-butyl 7-(1-((2-methyl-8-(trifluoromethyl)imidazo[1,2-a]pyridin-6-yl)carbamoyl)-2,3-dihydro-1H-pyrrolo[2,3-b]pyridin-4-yl)-4,7-diazaspiro[2.5]octane-4-carboxylate CC=1N=C2N(C=C(C=C2C(F)(F)F)NC(=O)N2CCC=3C2=NC=CC3N3CCN(C2(CC2)C3)C(=O)OC(C)(C)C)C1